3-(2-((3S,4S)-3,4-difluoropyrrolidin-1-yl)ethyl)-5-methyl-6-oxopyridine F[C@H]1CN(C[C@@H]1F)CCC1=CNC(C(=C1)C)=O